CC(C(=O)NC=1OC2(C(N1)=O)C=C1C=CC=CC1=C2)(C)C 2,2-dimethyl-N-(4'-oxospiro[indene-2,5'-oxazol]-2'-yl)propionamide